C1(CC1)C=1C=NN2C1C=C(C=C2)COC2=CC=CC(=N2)C2CCN(CC2)CC2=NC1=C(N2C[C@H]2OCC2)C=C(C=C1)C(=O)[O-] (S)-2-((4-(6-((3-Cyclopropylpyrazolo[1,5-a]pyridin-5-yl)methoxy)pyridin-2-yl)piperidine-1-yl)methyl)-1-((oxetan-2-yl)methyl)-1H-benzo[d]imidazole-6-carboxylate